CN(C(C#CC(=O)N1CC(C1)OCC(C(=O)OC(C)(C)C)C(C)C)(C)C)C tert-butyl 2-(((1-(4-(dimethylamino)-4-methylpent-2-ynoyl) azetidin-3-yl) oxy) methyl)-3-methylbutyrate